CC(C)(C)[O-] t-Butylat